O=C1N(CC2=CC(=CC=C12)C1CCN(CC1)CC=1C=CC=2N(C1)N=C(N2)C2=CC=CC=C2)C2C(NC(CC2)=O)=O 3-(1-Oxo-5-(1-((2-phenyl-[1,2,4]triazolo[1,5-a]pyridin-6-yl)methyl)piperidin-4-yl)isoindolin-2-yl)piperidine-2,6-dione